C(#N)C(C)(C)C=1C=C(C(=O)NC2=NC(=C(C=C2)C)N=C(C2=CC=CC=C2)C2=CC=CC=C2)C=CC1 3-(2-cyanopropan-2-yl)-N-(6-((diphenylmethylene)amino)-5-methylpyridin-2-yl)benzamide